C(CC)C1=CC=C(C=C1)C#CC1=C(C=CC=C1)C1=CC=CC=C1 ((4-n-propylphenyl)ethynyl)-1,1'-biphenyl